OC1(C(N(C2=CC=CC=C12)C=1C=C(C=NC1)CC1=NNC(C2=CC=CC=C12)=O)=O)C 4-((5-(3-Hydroxy-3-methyl-2-oxoindolin-1-yl)pyridin-3-yl)methyl)phthalazin-1(2H)-on